C(=O)(O)C1=CC=C(C=C1)C1=CC(CC(=C1)C1=CC=C(C=C1)C(=O)O)(C1=CC=CC(=C1)C=1C=C(C=C(C1)C1=CC=C(C=C1)C(=O)O)C1=CC=C(C=C1)C(=O)O)C1=CC(=CC(=C1)C1=CC=C(C=C1)C(=O)O)C1=CC=C(C=C1)C(=O)O 5',5'''-bis(4-carboxyphenyl)-5''-(4,4''-dicarboxy-[1,1':3',1''-terphenyl]-5'-yl)-[1,1':3',1'':3',1''':3''',1''''-quinquephenyl]-4,4''''-dicarboxylic acid